N1(N=CN=C1)CCCNC1=C(C=C(C=C1)[N+](=O)[O-])F N-(3-(1H-1,2,4-triazol-1-yl)propyl)-2-fluoro-4-nitroaniline